BrC=1C(=NC(=CC1)C(=O)OC)OC[C@H]1CN(CCN1)C(=O)OCC1=CC=CC=C1 benzyl (R)-3-(((3-bromo-6-(methoxycarbonyl) pyridin-2-yl) oxy) methyl)piperazine-1-carboxylate